(S)-1-((2-amino-4-nitrophenyl)amino)propan-2-ol NC1=C(C=CC(=C1)[N+](=O)[O-])NC[C@H](C)O